CN[C@H]1C[C@H](N(CC1)C(=O)N1CC2(CCCC2)[C@@H](CC1)CN1C=NC(=CC1=O)C1=C(C=CC=C1)C)C1=CC=CC=C1 3-(((R)-7-((2S,4R)-4-(Methylamino)-2-phenylpiperidine-1-carbonyl)-7-azaspiro[4.5]decan-10-yl)methyl)-6-(o-tolyl)pyrimidin-4(3H)-one